4-((tert-Butyldimethylsilyl)oxy)cyclohexane-1-carboxylic acid methyl ester COC(=O)C1CCC(CC1)O[Si](C)(C)C(C)(C)C